tert-butyl 3-((6-(1-methyl-1H-pyrazol-4-yl)pyrazolo[1,5-a]pyrazin-4-yl)oxy)-6-azabicyclo[3.2.0]heptane-6-carboxylate CN1N=CC(=C1)C=1N=C(C=2N(C1)N=CC2)OC2CC1CN(C1C2)C(=O)OC(C)(C)C